N-(1-(3-(3-(cyanomethyl)phenyl)-1,2,4-oxadiazol-5-yl)ethyl)-1-methyl-3-(trifluoromethyl)-1H-pyrazole-5-carboxamide C(#N)CC=1C=C(C=CC1)C1=NOC(=N1)C(C)NC(=O)C1=CC(=NN1C)C(F)(F)F